C[C@@]12C=CC[C@H]1[C@@H]1CC=C3CCCC[C@]3(C)[C@H]1CC2 androstane-5,16-diene